C(#N)C1=C(SC2=C1C(=CC=C2F)B2OCC(CO2)(C)C)NC(OC(C)(C)C)=O tert-butyl (3-cyano-4-(5,5-dimethyl-1,3,2-dioxaborinan-2-yl)-7-fluorobenzothiophene-2-yl)carbamate